C(C=C)(=O)N1CCN(CC1)CCCN1C(C(=CC2=C1N=C(N=C2)NC(OC)=O)C2=C(C(=CC(=C2Cl)OC)OC)Cl)=O methyl (8-(3-(4-acryloylpiperazin-1-yl)propyl)-6-(2,6-dichloro-3,5-dimethoxy-phenyl)-7-oxo-7,8-dihydropyrido[2,3-d]pyrimidin-2-yl)carbamate